C(=O)C1=C(N(C(=C1)C)C=1OCC(C1C#N)(C)C)C 2-(3-formyl-2,5-dimethyl-1H-pyrrol-1-yl)-4,4-dimethylfuran-3-carbonitrile